ethyl 2-bromopropanoate BrC(C(=O)OCC)C